COC(C1=C(C=CC(=C1)Cl)[N+]#[C-])=O METHYL-2-ISOCYANO-5-CHLORO-BENZOATE